FS(=O)(=O)C=1C=C(N[C@H]2CN(CCC2)C(=O)OC(C)(C)C)C=CC1 tert-butyl (3R)-3-(3-fluorosulfonylanilino)piperidine-1-carboxylate